[C@@H]1([C@H](O)[C@@H](O)[C@H](O)[C@H](O1)CO)C1(CC=C(S(=O)(=O)N)C=C1)N 4-β-d-glucosylsulfanilamide